C(#N)C=1C=C(C=CC1C#N)C(C(=O)NC=1SC(=NN1)C(F)(F)F)C1CC(CC1)(F)F 2-(3,4-Dicyanophenyl)-2-(3,3-difluorocyclopentyl)-N-(5-(trifluoromethyl)-1,3,4-thiadiazol-2-yl)acetamide